2-(dimethylamino)-N-[4-(2-oxo-2,3-dihydro-1H-naphtho[1,2-e][1,4]diazepin-5-yl)phenyl]nicotinamide dihydrochloride Cl.Cl.CN(C1=C(C(=O)NC2=CC=C(C=C2)C=2C3=C(NC(CN2)=O)C2=CC=CC=C2C=C3)C=CC=N1)C